(S)-N5-(4-(2-(3-fluoropyrrolidin-1-yl)ethoxy)phenethyl)-2-(furan-2-yl)-[1,2,4]triazolo[1,5-a][1,3,5]triazine-5,7-diamine F[C@@H]1CN(CC1)CCOC1=CC=C(CCNC2=NC=3N(C(=N2)N)N=C(N3)C=3OC=CC3)C=C1